N-(6-(difluoromethyl)pyridin-2-yl)-6-methoxy-2-(tetrahydro-2H-pyran-4-yl)-2H-indazole-5-carboxamide hydrochloride Cl.FC(C1=CC=CC(=N1)NC(=O)C1=CC2=CN(N=C2C=C1OC)C1CCOCC1)F